(S)-2-(3,5-dibromothiophene-2-carboxamido)-N6-ethyl-N1-(1-(2-(2-adamantylamino)-2-oxoethyl)-2-oxo-1,2-dihydropyridin-3-yl)-5-oxohexanediamide BrC1=C(SC(=C1)Br)C(=O)N[C@H](C(=O)NC=1C(N(C=CC1)CC(=O)NC1C2CC3CC(CC1C3)C2)=O)CCC(C(=O)NCC)=O